bis(octadecenyl) phosphite P(OC=CCCCCCCCCCCCCCCCC)(OC=CCCCCCCCCCCCCCCCC)[O-]